Nε-carboxymethyl-lysine tert-Butyl-(5-(2-ethylphenyl)-1,3,4-thiadiazol-2-yl)carbamate C(C)(C)(C)N(C(O)=O)C=1SC(=NN1)C1=C(C=CC=C1)CC.C(=O)(O)CNCCCC[C@H](N)C(=O)O